C(C)(=O)C=1C=C(C=C2C(=C(C(=NC12)C1CCOCC1)C)C#N)Cl 8-acetyl-6-chloro-3-methyl-2-(tetrahydro-2H-pyran-4-yl)quinoline-4-carbonitrile